ClC=1N=C2C(=C(C(N(C2=CC1)C)=O)C#N)N(C)[C@@H]1CC[C@@H](CC1)N(C1=CC=C(C=C1)F)C1CC1 cis-6-chloro-4-((4-(cyclopropyl(4-fluorophenyl)amino)cyclohexyl)(methyl)amino)-1-methyl-2-oxo-1,2-dihydro-1,5-naphthyridine-3-carbonitrile